FC1(CN(CC1(C)C)C=1C=2C(N=CN1)=NN(C2)C=2C(NC(NC2)=O)=O)F 5-[4-(3,3-difluoro-4,4-dimethyl-pyrrolidin-1-yl)pyrazolo[3,4-d]pyrimidin-2-yl]-1H-pyrimidine-2,4-dione